5-(1-acetylpiperidin-4-yl)-N-[(1R)-1-(1,1-difluoro-2,3-dihydro-1H-inden-4-yl)ethyl]-4-oxo-2H,4H,5H-pyrazolo[4,3-c]pyridine-7-carboxamide C(C)(=O)N1CCC(CC1)N1C(C=2C(C(=C1)C(=O)N[C@H](C)C1=C3CCC(C3=CC=C1)(F)F)=NNC2)=O